6-(4-((2R,6S)-4-acryloyl-6-((S)-2,2,2-trifluoro-1-hydroxyethyl)morpholin-2-yl)-6-chloropyridin-2-yl)-N-methylpyrimidine-4-carboxamide C(C=C)(=O)N1C[C@H](O[C@@H](C1)[C@@H](C(F)(F)F)O)C1=CC(=NC(=C1)Cl)C1=CC(=NC=N1)C(=O)NC